N[C@H](C(=O)OCC(CO)OCN1C=2NC(=NC(C2N=C1)=O)N)C(C)C [2-[(2-amino-6-oxo-3H-purin-9-yl)methoxy]-3-hydroxypropyl] (2S)-2-amino-3-methylbutanoate